C(C1=CC=CC=C1)OC(=O)N1CCC(C1)=O 4-oxopyrrolidine-1-carboxylic acid benzyl ester